(2R)-3-(1-(1-(2-methoxy-2-oxoethyl)-2-oxo-5-phenyl-2,3-dihydro-1H-benzo[e][1,4]diazepin-3-yl)-1H-1,2,3-triazol-5-yl)-2-(2-(6-methoxybenzofuran-3-yl)acetamido)propanoate COC(CN1C(C(N=C(C2=C1C=CC=C2)C2=CC=CC=C2)N2N=NC=C2C[C@H](C(=O)[O-])NC(CC2=COC1=C2C=CC(=C1)OC)=O)=O)=O